COC=1C=C(OC(CC(=O)O)C)C=CC1 3-(3-methoxyphenoxy)butanoic acid